C1(CC1)C1=NN(C=C1C1=CC2=C(C=N1)C=NN2C2CC(C2)O)[C@@H]2C[C@H](C2)CNC=2C=C1C(N(C(C1=CC2)=O)C2C(NC(CC2)=O)=O)=O 5-(((trans-3-(3-cyclopropyl-4-(1-(3-hydroxycyclobutyl)-1H-pyrazolo[4,3-c]pyridin-6-yl)-1H-pyrazol-1-yl)cyclobutyl)methyl)amino)-2-(2,6-dioxopiperidin-3-yl)isoindoline-1,3-dione